(S)-5-[1-(2-Cyclopropyl-6-fluoro-phenyl)-piperidin-4-yl]-2,4-dimethyl-7-(2-trifluoromethyl-benzyl)-2,4,5,7-tetrahydro-pyrazolo[3,4-d]pyrimidin-6-on C1(CC1)C1=C(C(=CC=C1)F)N1CCC(CC1)N1C(N(C=2C([C@@H]1C)=CN(N2)C)CC2=C(C=CC=C2)C(F)(F)F)=O